C(=O)(OC)C1=CC=C(NC(C)=S)C=C1 4'-carbomethoxythioacetanilide